3-bromo-N-(4,4-difluorocyclohexyl)pyrazolo[1,5-a]pyrimidin-5-amine BrC=1C=NN2C1N=C(C=C2)NC2CCC(CC2)(F)F